C(CC)C1=C(N=C2N1C=CC=C2)C(=O)N propylimidazo[1,2-a]pyridine-2-carboxamide